6-((((1-hydroxycyclobutyl)methyl)amino)methyl)-8-methyl-4H-chromen-4-one OC1(CCC1)CNCC=1C=C2C(C=COC2=C(C1)C)=O